lithium 4-bromo-1-((2-(trimethylsilyl)ethoxy)methyl)-1H-imidazole-2-carboxylate BrC=1N=C(N(C1)COCC[Si](C)(C)C)C(=O)[O-].[Li+]